ClC=1C(=CC2=C(N(C=N2)[C@H]2C(C2)(F)F)C1)I (R)-6-chloro-1-(2,2-difluorocyclopropyl)-5-iodo-1H-benzo[d]imidazole